Benzyl N-[4-(3-{7-[2-(2,6-dioxo-1-{[2-(trimethylsilyl)ethoxy]methyl}piperidin-3-yl)-1-oxo-3H-isoindol-5-yl]-2,7-diazabicyclo[4.2.0]octan-2-yl}benzenesulfonyl)-2-fluorophenyl]carbamate O=C1N(C(CCC1N1C(C2=CC=C(C=C2C1)N1C2CCCN(C2C1)C=1C=C(C=CC1)S(=O)(=O)C1=CC(=C(C=C1)NC(OCC1=CC=CC=C1)=O)F)=O)=O)COCC[Si](C)(C)C